1,2-dilauroyl-sn-glycero-3-phosphocholine C(CCCCCCCCCCC)(=O)OC[C@@H](OC(CCCCCCCCCCC)=O)COP(=O)([O-])OCC[N+](C)(C)C